Tetrabenzyl-thiuram disulphide C(C1=CC=CC=C1)N(C(SSC(N(CC1=CC=CC=C1)CC1=CC=CC=C1)=S)=S)CC1=CC=CC=C1